butyl 2-(4-isopropyl-2-(2-isopropylphenyl) piperazin-1-yl)-7-azaspiro[3.5]Nonane-7-carboxylate C(C)(C)N1CC(N(CC1)C1CC2(C1)CCN(CC2)C(=O)OCCCC)C2=C(C=CC=C2)C(C)C